BrC=1C(=NN(C1)C1CCC(CC1)=O)C(F)F 4-(4-bromo-3-(difluoromethyl)-1H-pyrazol-1-yl)cyclohexane-1-one